FC=1C=CC(=NC1)OCC1N(C2CC(C1)C2)C(=O)C2=NC(=CC=C2C2=NC=CC=N2)C 3-{[(5-fluoropyridin-2-yl)oxy]methyl}-2-{[6-methyl-3-(pyrimidin-2-yl)pyridin-2-yl]carbonyl}-2-azabicyclo[3.1.1]heptane